C(C)(C)(C)OC(=O)N1CC2(C1)CC(C2)NCCCC.FC2=CC=C(CN1C(C(CC1)NCC(=O)C1=CNC3=CC=C(C=C13)NS(=O)(=O)C)=O)C=C2 N-(3-((1-(4-fluorobenzyl)-2-oxopyrrolidin-3-yl)glycyl)-1H-indol-5-yl)methanesulfonamide tert-butyl-6-(butylamino)-2-azaspiro[3.3]heptane-2-carboxylate